CC=1C=CC=C2C=CN=C(C12)N(C(C1=NC=C(C=C1)NC1=NC=CC=N1)=O)[C@H]1CNCCC1 (R)-N-(8-methylisoquinolin-1-yl)-N-(piperidin-3-yl)-5-(pyrimidin-2-ylamino)picolinamide